6-chloro-8-cyclopropyl-6-(2,4-dimethoxypyrimidin-5-yl)-2-methyl-imidazo[1,2-b]pyridazine ClC1(C=C(C=2N(N1)C=C(N2)C)C2CC2)C=2C(=NC(=NC2)OC)OC